FC(C=1C=CC(=NC1N1N=C(C2=C1COCC2)C(F)(F)F)N2C=NC1=C2C=C(C(=C1)NC=1N=NC(=CC1)C)OC1COC1)F 1-[5-(difluoromethyl)-6-[3-(trifluoromethyl)-5,7-dihydro-4H-pyrano[3,4-c]pyrazol-1-yl]-2-pyridyl]-N-(6-methylpyridazin-3-yl)-6-(oxetan-3-yloxy)benzimidazol-5-amine